N-cyclopropyl-1-(2-iodophenyl)methanesulfonamide C1(CC1)NS(=O)(=O)CC1=C(C=CC=C1)I